ClC1=CC=C(CC2=C(N=C3N2C=C(N=C3)N3CCOCC3)C=3C=C2C(=NNC2=CC3)C)C=C1 4-(3-(4-chlorobenzyl)-2-(3-methyl-1H-indazol-5-yl)imidazo[1,2-a]pyrazin-6-yl)morpholine